FC1=C(C=C(C=C1)[N+](=O)[O-])C[S@](=O)C |r| (±)-1-fluoro-2-(methyl-sulfinylmethyl)-4-nitrobenzene